C1(=CC=CC=C1)C=1C=CC2=C(C1)C=1N=CN=C(C1O2)C2=CC(=CC=C2)N2C1=CC=CC=C1C=1C=CC(=CC21)C=2C=CC=1N(C3=CC=CC=C3C1C2)C2=CC=CC=C2 8-phenyl-4-{3-[2-(N-phenyl-9H-carbazol-3-yl)-9H-carbazol-9-yl]phenyl}benzofuro[3,2-d]pyrimidine